FC1(CN(CCC1OC1=C(C#N)C=C(C=C1)C1=NC(=NC=C1)NC1=CC=C(C(=N1)OC)C1CCN(CC1)C1COC1)C([C@H](C)O)=O)F [3,3-Difluoro-1-((S)-2-hydroxy-propionyl)-piperidin-4-yloxy]-5-[2-(2-methoxy-1'-oxetan-3-yl-1',2',3',4',5',6'-hexahydro-[3,4']bipyridinyl-6-ylamino)-pyrimidin-4-yl]-benzonitrile